FC1CC(N(C1)C(CC1C(NC2=CC=CC=C12)=O)=O)C(=O)NC(C1=CC=CC=C1)C1=CC(=C(C=C1)C1(CC1)C)F 4-fluoro-N-{[3-fluoro-4-(1-methylcyclopropyl)phenyl](phenyl)methyl}-1-[2-(2-oxo-2,3-dihydro-1H-indol-3-yl)acetyl]pyrrolidine-2-carboxamide